ClC1=CC=NC2=C3N=CC=C(C3=CC=C12)N1CC2CCCCC2C1 4-chloro-7-(2,3,3a,4,5,6,7,7a-octahydro-1H-isoindol-2-yl)-1,10-phenanthroline